1-[4-[5-fluoro-6-[5-[(6-isopropoxypyrazin-2-yl)amino]-1-methyl-pyrazol-4-yl]-3-pyridinyl]phenyl]cyclopropanecarboxylic acid FC=1C=C(C=NC1C=1C=NN(C1NC1=NC(=CN=C1)OC(C)C)C)C1=CC=C(C=C1)C1(CC1)C(=O)O